FC(C1=NC=2N(C=C1)N=CC2C2=CC(=NC=C2)N2CC(C(C(C2)C)(F)F)CNS(=O)(=O)C)F N-[[1-[4-[5-(Difluoromethyl)pyrazolo[1,5-a]pyrimidin-3-yl]-2-pyridyl]-4,4-difluoro-5-methyl-3-piperidyl]methyl]methanesulfonamide